N1[C@H](COCC1)C(=O)OC[C@@H]1C[C@H]2N(CCC3=CC(=C(C=C23)OC)OC)C[C@H]1CC(C)C [(2R,3S,11bR)-9,10-dimethoxy-3-(2-methylpropyl)-1H,2H,3H,4H,6H,7H,11bH-pyrido[2,1-a]isoquinolin-2-yl]methyl (3R)-morpholine-3-carboxylate